3-((4-fluoro-2-methylphenyl)amino)isonicotinic acid FC1=CC(=C(C=C1)NC1=C(C(=O)O)C=CN=C1)C